5-[2-(4-Methoxyphenylamino)vinyl]-4-cyano-3-(2-chlorophenyl)isoxazole COC1=CC=C(C=C1)NC=CC1=C(C(=NO1)C1=C(C=CC=C1)Cl)C#N